FC1=NC(=CC(=C1)B(O)O)O 2-FLUORO-6-HYDROXYPYRIDINE-4-BORONIC ACID